7-((1H-Imidazol-1-yl)methyl)-2-(6,8-dimethoxyquinazolin-4-yl)-5-(1-methyl-3-(trifluoromethyl)-1H-pyrazol-4-yl)-3,4-dihydroisoquinolin-1(2H)-one N1(C=NC=C1)CC1=CC(=C2CCN(C(C2=C1)=O)C1=NC=NC2=C(C=C(C=C12)OC)OC)C=1C(=NN(C1)C)C(F)(F)F